tert-butyl (S)-2-(((tert-butyldiphenylsilyl)oxy)methyl)-4-(thiazol-2-yl)-2,5-dihydro-1H-pyrrole-1-carboxylate [Si](C1=CC=CC=C1)(C1=CC=CC=C1)(C(C)(C)C)OC[C@H]1N(CC(=C1)C=1SC=CN1)C(=O)OC(C)(C)C